2'-anilino-6'-[ethyl(p-tolyl)amino]-3'-methylspiro[isobenzofuran-1(3H),9'-[9H]xanthene]-3-one N(C1=CC=CC=C1)C1=CC=2C3(C4=CC=C(C=C4OC2C=C1C)N(C1=CC=C(C=C1)C)CC)OC(C1=CC=CC=C13)=O